(rac)-N-(1-(3-(pyrimidin-2-yl)pyrazin-2-yl)ethyl)-3,5-bis(trifluoromethyl)benzamide N1=C(N=CC=C1)C=1C(=NC=CN1)[C@@H](C)NC(C1=CC(=CC(=C1)C(F)(F)F)C(F)(F)F)=O |r|